(t-butoxycarbonyl)-L-lysine methyl ester hydrochloride Cl.COC([C@@H](NC(=O)OC(C)(C)C)CCCCN)=O